3-fluoro-4-(4-(2-methoxyethoxy)-2-((4-((4-methylpiperazin-1-yl)methyl)phenyl)amino)-7H-pyrrolo[2,3-d]pyrimidin-5-yl)-N,N-dimethylbenzene-sulfonamide FC=1C=C(C=CC1C1=CNC=2N=C(N=C(C21)OCCOC)NC2=CC=C(C=C2)CN2CCN(CC2)C)S(=O)(=O)N(C)C